2-(((4-cyclopropylpiperazin-1-yl)imino)methyl)-6-fluoro-4-((4-(pyrrolidin-1-yl)phenyl)ethynyl)phenol C1(CC1)N1CCN(CC1)N=CC1=C(C(=CC(=C1)C#CC1=CC=C(C=C1)N1CCCC1)F)O